(6R)-6-benzyloxy-17-nitro-12-pyrimidin-2-yl-6,15-bis(trifluoromethyl)-19-oxa-3,4,13,18-tetraazatricyclo[12.3.1.12,5]nonadeca-1(17),2,4,9,14(18),15-hexa-ene C(C1=CC=CC=C1)O[C@]1(C2=NN=C(C3=C(C=C(C(NC(CC=CCC1)C1=NC=CC=N1)=N3)C(F)(F)F)[N+](=O)[O-])O2)C(F)(F)F